NC1=NC=NC=2N(C3=C(C=C(C=C3C21)C(F)(F)F)C)CC(=O)N2[C@@H]1C[C@@H]1C[C@H]2C(=O)NC2=NC(=CN=C2)C(F)(F)F (1R,3S,5R)-2-(2-(4-amino-8-methyl-6-(trifluoromethyl)-9H-pyrimido[4,5-b]indol-9-yl)acetyl)-N-(6-(trifluoromethyl)pyrazin-2-yl)-2-azabicyclo[3.1.0]hexane-3-carboxamide